2-chlorophenyl (3S)-4-{(2R)-2-(cyclohexylamino)-2-[1-(ethylsulfonyl)piperidin-4-yl]acetyl}-3-[(thiophen-2-ylmethyl)carbamoyl]piperazine-1-carboxylate C1(CCCCC1)N[C@@H](C(=O)N1[C@@H](CN(CC1)C(=O)OC1=C(C=CC=C1)Cl)C(NCC=1SC=CC1)=O)C1CCN(CC1)S(=O)(=O)CC